BrC1=CC(N(C=C1Cl)CC1=NC2=C(N1C1COCC1(C)C)C=C(C=C2F)C(=O)[O-])=O 2-((4-bromo-5-chloro-2-oxopyridin-1(2H)-yl)methyl)-1-(4,4-dimethyltetrahydrofuran-3-yl)-4-fluoro-1H-benzo[d]imidazole-6-carboxylate